ClC=1C(=C(C=CC1Cl)NC1=NC=NC2=CC(=C(C=C12)OC1CCN(CC1)C(CCCSC1=C2C(N(C(C2=CC=C1)=O)C1C(NC(CC1)=O)=O)=O)=O)OC)F 4-((4-(4-((4-((3,4-dichloro-2-fluorophenyl)amino)-7-methoxyquinazolin-6-yl)oxy)piperidin-1-yl)-4-oxobutyl)thio)-2-(2,6-dioxopiperidin-3-yl)isoindoline-1,3-dione